N,7-dibenzyl-1-(naphthalen-1-ylmethyl)-1,2,3,6,7,7a-hexahydro-3aH-3,6-methanopyrrolo[3,2-b]pyridine-3a-carboxamide C(C1=CC=CC=C1)NC(=O)C12N=CC3C(C1N(CC2C3)CC3=CC=CC2=CC=CC=C32)CC3=CC=CC=C3